(2-methoxy-6-(piperazin-1-yl)pyridin-3-yl)-6-(p-tolyl)-8,9-dihydroimidazo[1',2':1,6]pyrido[2,3-d]pyrimidin-2-amine COC1=NC(=CC=C1C=1C2=C(N=C(N1)N)N1C(C(=C2)C2=CC=C(C=C2)C)=NCC1)N1CCNCC1